O=C1NC(CCC1N1C(C2=CC=C(C=C2C1)CNC(=O)C1=CC2=C(S1)C=CC(=C2)C(F)(F)F)=O)=O N-((2-(2,6-dioxopiperidin-3-yl)-1-oxoisoindolin-5-yl)methyl)-5-(trifluoromethyl)benzo[b]thiophene-2-carboxamide